NC1=NC(=C(C=N1)C#N)NC(C)C1=C(NC2=CC=CC(=C2C1=O)Cl)C1=CC=CC=C1 amino-5-cyano-6-((1-(5-chloro-4-oxo-2-phenyl-1,4-dihydroquinolin-3-yl)ethyl)amino)pyrimidine